6-bromo-1-methylpyridin-2(1H)-one BrC1=CC=CC(N1C)=O